COC1=C(C=CC(=C1)C(F)(F)F)C=1C=CC2=C(NC=N2)C1 6-[2-methoxy-4-(trifluoromethyl)phenyl]-1H-benzimidazole